Cl.FC(OC1=CC=C(C=C1)C1=NN2C(CNCC2)=C1C1=CC=NC=C1)F 2-(4-(difluoromethoxy)phenyl)-3-(pyridin-4-yl)-4,5,6,7-tetrahydropyrazolo[1,5-a]pyrazine hydrochloride